(S)-(+)-Pantolactone CC1(COC(=O)[C@H]1O)C